4-(5-Iodo-7-((2-(trimethylsilyl)ethoxy)methyl)-7H-pyrrolo[2,3-d]pyrimidin-4-yl)morpholine IC1=CN(C=2N=CN=C(C21)N2CCOCC2)COCC[Si](C)(C)C